1,3,4-trinitro-1H-pyrazole [N+](=O)([O-])N1N=C(C(=C1)[N+](=O)[O-])[N+](=O)[O-]